N=1N=CN2C=NC(=CC21)OC2=C(C=C(C=C2)NC2=NC=NC1=CC(=C(C=C21)N)F)C N4-(4-([1,2,4]triazolo[4,3-c]pyrimidin-7-yloxy)-3-methylphenyl)-7-fluoroquinazolin-4,6-diamine